N(=C=O)CC(CC(CCN=C=O)(C)C)(C)C 1,6-diisocyanato-2,2,4,4-tetramethyl-hexane